CC(=O)N1C(C2CN(CC2C1)C1=NC(=CC(=C1)C)C(C)(C)F)C1=C(C=CC=C1N1N=CC=N1)F (2-fluoro-6-(2H-1,2,3-triazol-2-yl)phenyl)((3R,6S)-5-(6-(2-fluoropropan-2-yl)-4-methylpyridin-2-yl)hexahydropyrrolo[3,4-c]pyrrol-2(1H)-yl) Methyl ketone